FC(C1=CC2=C(N=C(N=C2)NC=2C=CC(=C3CCOC32)C(=O)NOC)N1CC1=NC=CN=C1N(S(=O)(=O)C)C)F 7-((6-(difluoromethyl)-7-((3-(N-methylmethylsulfonamido)pyrazin-2-yl)methyl)-7H-pyrrolo[2,3-d]pyrimidin-2-yl)amino)-N-methoxy-2,3-dihydrobenzofuran-4-carboxamide